dimethyl 2,5-dimercaptoterephthalate SC1=C(C(=O)OC)C=C(C(=C1)C(=O)OC)S